C(C)O[Si](OCC)(OCC)C(C=O)CCCCCCCCC Triethoxysilylundecaldehyde